[N+](=[N-])=CC(CC[C@@H](C(=O)OC(C)C)NC([C@H](C)S(=O)C)=O)=O isopropyl (2S)-6-diazo-2-((2S)-2-(methylsulfinyl) propanamido)-5-oxohexanoate